5,7-diethoxy-3-(1-naphthaloyl)-coumarin C(C)OC1=C2C=C(C(OC2=CC(=C1)OCC)=O)C(=O)C1=CC=CC2=CC=CC=C12